3-((2S)-2-hydroxy-3-(8-(pyridin-2-ylsulfonyl)-1-oxa-8-azaspiro[4.5]dec-3-ylamino)propoxy)-N-methylbenzenesulfonamide O[C@H](COC=1C=C(C=CC1)S(=O)(=O)NC)CNC1COC2(C1)CCN(CC2)S(=O)(=O)C2=NC=CC=C2